1-methyl-2-oleyl-3-oleamidoethyl-imidazolinium C[NH+]1C(N(CC1)CCNC(CCCCCCC\C=C/CCCCCCCC)=O)CCCCCCCC\C=C/CCCCCCCC